N-(4-pyridyl)Dimethylamine N1=CC=C(C=C1)N(C)C